ClC1=C(OCCC(C=2OC=CC2)N(C)C)C=CC=C1Cl 3-(2,3-dichlorophenoxy)-1-(furan-2-yl)-N,N-dimethylpropylamine